Hydroxypropyltetraazacyclododecanetriacetate OCCCOC(CC1(N(NNNCCCCCCC1)CC(=O)[O-])CC(=O)[O-])=O